CC(C)(C)[S@@](=O)NC(C)C1=NNC(C2=CC=C(C=C12)B1OC(C(O1)(C)C)(C)C)=O (R)-2-methyl-N-(1-(4-oxo-7-(4,4,5,5-tetramethyl-1,3,2-dioxaborolan-2-yl)-3,4-dihydrophthalazin-1-yl)ethyl)propane-2-sulfinamide